N(=[N+]=[N-])[C@H]1CC[C@@H]2CNC[C@@H]21 |r| racemic-(3aR,4S,6aS)-4-azido-1,2,3,3a,4,5,6,6a-octahydrocyclopenta[c]pyrrole